C1(CC1)C(=O)NC=1SC2=C(N1)C=CC=C2C=2C=C(C=NC2)C2=CC=C(O2)P(O)(O)=O [5-[5-[2-(cyclopropanecarbonylamino)-1,3-benzothiazol-7-yl]-3-pyridyl]-2-furyl]phosphonic acid